(R)-1-(2-(1-(benzyloxy)ethyl)-4-fluorophenyl)-5-((1-(cyclopropylmethyl)-3-methyl-1H-pyrazol-4-yl)methyl)-3-(difluoromethyl)-1H-pyrazole C(C1=CC=CC=C1)O[C@H](C)C1=C(C=CC(=C1)F)N1N=C(C=C1CC=1C(=NN(C1)CC1CC1)C)C(F)F